O=C1NC(CCC1N1C(C2=CC=C(C=C2C1)CNC(=O)NC1=CC=C(C=C1)OC1CC(C1)CO)=O)=O 1-((2-(2,6-Dioxopiperidin-3-yl)-1-oxoisoindolin-5-yl)methyl)-3-(4-((1s,3s)-3-(hydroxymethyl)cyclobutoxy)phenyl)urea